5-deuterocarbazole [2H]C1=C2C=3C=CC=CC3NC2=CC=C1